C(C)C(CN1C(C2=CC=C(C=3C2=C(C1=O)C=CC3C)C)=O)CCCC 2-(2-Ethylhexyl)-6,7-dimethyl-1H-benzo[de]isoquinoline-1,3(2H)-dion